1-methyl-3-((non-8-yn-1-yloxy)methyl)-1H-pyrazole-5-carboxylic acid non-8-yn-1-yl ester C(CCCCCCC#C)OC(=O)C1=CC(=NN1C)COCCCCCCCC#C